1-(cyclopropyl-difluoromethyl)-3,5-difluorobenzene C1(CC1)C(C1=CC(=CC(=C1)F)F)(F)F